[N+](=O)([O-])C1=C(N=C(C=2N1C=NN2)N)N 5-nitro-[1,2,4]triazolo[4,3-a]pyrazine-6,8-diamine